NC1=NC(=NN1CC(C)=O)C=1OC(=NN1)N (5-amino-3-(5-amino-1,3,4-oxadiazole-2-yl)-1H-1,2,4-triazol-1-yl)propan-2-one